CC=1C=C(C=CC1C)N1NC(=C(C1=O)N=NC=1C(=C(C=CC1)C1=CC(=CC=C1)C1=NN=NN1)O)C 2-(3,4-dimethylphenyl)-4-((2-hydroxy-3'-(1H-tetrazol-5-yl)-[1,1'-biphenyl]-3-yl)diazenyl)-5-methyl-1,2-dihydro-3H-pyrazol-3-one